COC(=O)C1=NN(C=C1NC(CC)=O)C1OCCCC1 (N-Methylacetylamino)-1-(tetrahydro-2H-pyran-2-yl)-1H-pyrazole-3-carboxylic acid methyl ester